FC1=C(C=C2C=NNC2=C1)C=1CCC(CN1)C 6-Fluoro-5-(3-methyl-2,3,4,5-tetrahydropyridin-6-yl)-1H-Indazole